1-(4-(2-ethylhexyloxy)-2-hydroxylphenyl)-6-(4-methoxyphenyl)-1,3,5-triazine C(C)C(COC1=CC(=C(C=C1)N1CN=CN=C1C1=CC=C(C=C1)OC)O)CCCC